C(C)[N+](CC)(CCCCCCCCCCCC)[O-] N,N-diethyldodecylamine N-oxide